C(C)C=1C(=CC=C2C=C(C=C(C12)C1=C(C=C2C(=NC(=NC2=C1F)OCC12CCCN2CCC1)N1C[C@@](CCC1)(O)C)F)O)F (3R)-1-(7-(8-ethyl-7-fluoro-3-hydroxynaphthalen-1-yl)-6,8-difluoro-2-((hexahydro-1H-pyrrolizin-7a-yl)methoxy)quinazolin-4-yl)-3-methylpiperidin-3-ol